COC1=C(C=CC=C1)C1=NC=CC(=N1)NCCNC(OC(C)(C)C)=O tert-butyl (2-{[2-(2-methoxyphenyl)pyrimidin-4-yl]amino}ethyl)carbamate